C(C1=CC=CC=C1)OC1=C2C(=NC(=NC2=CC=C1)C(F)(F)F)O 5-benzyloxy-2-(trifluoromethyl)quinazolin-4-ol